C(CCC)C=1C(=C(C=CC1)C)O Butyl-Hydroxy-Toluol